C1(CC1)C(=O)N1CCN(CC1)C1=NC=NC=2NC3=CC(=CC=C3C21)S(=O)(=O)NC2(CC2)C 4-(4-(cyclopropylcarbonyl)piperazin-1-yl)-N-(1-methylcyclopropyl)-9H-pyrimido[4,5-b]indole-7-sulfonamide